C(CC)(=S)OCCO Ethylenglycol dithiopropionat